tert-butylsilanamine C(C)(C)(C)[SiH2]N